C(=O)(O)C1=CNC=C1 3-carboxypyrrol